(±)-rel-(3S,4S)-4-((1-(tert-butoxycarbonyl)-3-(4-(methoxycarbonyl)phenyl)piperidin-4-yl)oxy)-5-(difluoromethoxy)-7-methyl-1H-indole-1-carboxylic acid tert-butyl ester C(C)(C)(C)OC(=O)N1C=CC2=C(C(=CC(=C12)C)OC(F)F)O[C@@H]1[C@H](CN(CC1)C(=O)OC(C)(C)C)C1=CC=C(C=C1)C(=O)OC |r|